BrC1=C(C=NN(C1=O)C)N[C@@H]1C[C@@H](CN(C1)C)C1=CC=C(C=C1)CN1CC2(CCN(C2)C=2C=C3C(N(C(C3=CC2)=O)C2C(NC(CC2)=O)=O)=O)CC1 5-[7-[[4-[(3R,5R)-5-[(5-bromo-1-methyl-6-oxo-pyridazin-4-yl)amino]-1-methyl-3-piperidyl]phenyl]methyl]-2,7-diazaspiro[4.4]nonan-2-yl]-2-(2,6-dioxo-3-piperidyl)isoindoline-1,3-dione